COC1=CC=C(OCCOC2=C(C=CC=C2)C)C=C1 1-(4-methoxyphenoxy)-2-(2-methyl-phenoxy)ethane